tert-butyl 6-methyl-2-(4-{6-methyl-2,6-diazaspiro[3.3]heptan-2-yl}phenyl)-3-oxo-1-({[2-(pyrimidin-4-yl)phenyl]methyl}carbamoyl)-5H,6H,8H-imidazo[1,5-a]pyrazine-7-carboxylate CC1N(CC=2N(C1)C(N(C2C(NCC2=C(C=CC=C2)C2=NC=NC=C2)=O)C2=CC=C(C=C2)N2CC1(C2)CN(C1)C)=O)C(=O)OC(C)(C)C